(S)-3-chloro-N-(1-(1-(5-((diethyl(oxo)-λ6-sulfaneylidene)amino)pyridin-2-yl)-1H-1,2,4-triazol-5-yl)ethyl)-5-fluorobenzamide ClC=1C=C(C(=O)N[C@@H](C)C2=NC=NN2C2=NC=C(C=C2)N=S(=O)(CC)CC)C=C(C1)F